Cl.CN1CCN(CC1)NC(=S)C=1SC(=CC1)C1=CC(=C(C=C1)O)OC N-(4-Methylpiperazino)-5-(4-hydroxy-3-methoxyphenyl)thiophen-2-thiocarboxamid hydrochlorid